[O-]F OXIDOFLUORIDE